ethyl-zinc (II) bromide [Br-].C(C)[Zn+]